{(4S)-3-[2-amino-7-(trifluoromethyl)(1,3-Thiazolo[4,5-e]pyridin-5-yl)]-2-oxoimidazolidin-4-yl}-N-(3-chloro-2,4-difluorophenyl)-N-methyl-Formamide NC=1SC2=C(C(=CC(=N2)N2C(NC[C@H]2C(=O)N(C)C2=C(C(=C(C=C2)F)Cl)F)=O)C(F)(F)F)N1